3-(2H-1,3-benzodioxol-5-yl)-3-{[(4-cyanophenyl)carbamoyl]amino}propanoic acid O1COC2=C1C=CC(=C2)C(CC(=O)O)NC(NC2=CC=C(C=C2)C#N)=O